O=C(CN1C(N(C2=C1C=CC=C2)C2=CC=C(C=C2)C=2C=NN1C2C=CC=C1)=O)N1[C@@H](CCC1)C(F)F |r| 1-[2-oxo-2-[rac-(2S)-2-(difluoromethyl)pyrrolidin-1-yl]ethyl]-3-(4-pyrazolo[1,5-a]pyridin-3-ylphenyl)benzimidazol-2-one